2-cyclohexylideneacetic acid C1(CCCCC1)=CC(=O)O